C1(CC1)C=1N=CC=2C=C3C(=C(C2C1)S(=O)(=O)NCC(C)C)CC(CC3)N3C(=NN=C3)NC=3N(N=C(C3)C)C 3-cyclopropyl-7-[3-[(2,5-dimethylpyrazol-3-yl)amino]-1,2,4-triazol-4-yl]-N-(2-methylpropyl)-6,7,8,9-tetrahydrobenzo[g]isoquinoline-5-sulfonamide